COC1=CC=C(CN(S(=O)(=O)C2=NN(C(=C2F)C(=O)O)C(COC2=NC=CC(=C2)C2=C(C(=CC(=C2)F)C(C)C)CC(=O)O)(C)C)CC2=CC=C(C=C2)OC)C=C1 3-(N,N-bis(4-methoxybenzyl)sulfamoyl)-1-(1-((4-(2-(carboxymethyl)-5-fluoro-3-isopropylphenyl)pyridin-2-yl)oxy)-2-methylpropan-2-yl)-4-fluoro-1H-pyrazole-5-carboxylic acid